CO[Si](CCC1=C(C=CC=C1)S(=O)(=O)N=[N+]=[N-])(OC)OC 2-(trimethoxysilyl)ethylbenzenesulfonyl azide